3-bromo-5-(2-methyl-4-(6-(trifluoromethyl)quinazolin-2-yl)phenyl)-6,7-dihydropyrazolo-[1,5-a]pyrazin-4(5H)-one BrC=1C=NN2C1C(N(CC2)C2=C(C=C(C=C2)C2=NC1=CC=C(C=C1C=N2)C(F)(F)F)C)=O